C(C)(C)(C)OC(N(C=1C=NC=C(C1)CO)CC1=C(C=CC(=C1)CN1N=CC=2C1=NC(=NC2N)Cl)Br)=O N-((5-((4-amino-6-chloro-pyrazolo[3,4-d]pyrimidin-1-yl)methyl)-2-bromo-phenyl)methyl)-N-(5-(hydroxymethyl)-3-pyridinyl)carbamic acid tert-butyl ester